FC(C(=O)O)(F)F.C1(CCCC1)C(CC1CC1)N1N=CC(=C1)C=1C2=C(N=CN1)NC=C2 4-[1-(1-Cyclopentyl-2-cyclopropylethyl)-1H-pyrazol-4-yl]-7H-pyrrolo[2,3-d]-pyrimidine trifluoroacetate salt